(1-amino-3-(4-octylphenyl)cyclobutyl)methanol NC1(CC(C1)C1=CC=C(C=C1)CCCCCCCC)CO